5-chloro-1-(1-methyl-1H-pyrazol-4-yl)-6-((2S,4R)-2-methylpiperidin-4-yl)-1H-indazole ClC=1C=C2C=NN(C2=CC1[C@H]1C[C@@H](NCC1)C)C=1C=NN(C1)C